C(C)(C)(C)NCC1CNC=2N(C1)N=C(C2C=2C=CC(N(N2)C2=C(C=CC=C2)C)=O)C2=CC=C(C=C2)F (-)-6-{6-[(tert-Butylamino)methyl]-2-(4-fluorophenyl)-4,5,6,7-tetrahydropyrazolo[1,5-a]pyrimidin-3-yl}-2-(2-methylphenyl)pyridazin-3(2H)-one